C(C)(C)(C)OC(=O)NC=1SC2=C(C1C#N)C(=CC=C2F)C=2C1=C(C=3C(=NC(=NC3C2Cl)C#N)N2C3CN(CC2CC3)C(=O)OC(C)(C)C)COC1 tert-butyl 8-[6-[2-(tert-butoxycarbonylamino)-3-cyano-7-fluoro-benzothien-4-yl]-5-chloro-3-cyano-7,9-dihydrofuro[3,4-f]quinazolin-1-yl]-3,8-diazabicyclo[3.2.1]octane-3-carboxylate